ClC1=C(C=CC(=C1)O)C1=CC=CC=C1 chloro-4-hydroxy[1,1'-biphenyl]